7,9-dibromo-2-(4-fluorophenyl)[1,2,4]triazolo[1,5-c]quinazolin BrC1=CC(=CC=2C=3N(C=NC12)N=C(N3)C3=CC=C(C=C3)F)Br